(R)-N-(3-(N-(2-chloroacetyl)-S-methylsulfonimidoyl)phenyl)-2-(4,4-difluoroazepan-1-yl)-4-methyl-5-(trifluoromethyl)nicotinamide ClCC(=O)N=[S@@](=O)(C)C=1C=C(C=CC1)NC(C1=C(N=CC(=C1C)C(F)(F)F)N1CCC(CCC1)(F)F)=O